(3R)-1-{[2-(7-Bromo-1-ethyl-1H-indol-2-yl)-1-methyl-1H-benzimidazol-5-yl]carbonyl}-3-piperidinamin BrC=1C=CC=C2C=C(N(C12)CC)C1=NC2=C(N1C)C=CC(=C2)C(=O)N2C[C@@H](CCC2)N